4-((7-fluoro-8-methoxy-5H-pyrido[3,2-b]indol-5-yl)methyl)benzenesulfonamide FC=1C(=CC=2C3=C(N(C2C1)CC1=CC=C(C=C1)S(=O)(=O)N)C=CC=N3)OC